4-(2-Cyano-4-fluoro-phenyl)sulfanyl-6-[1-(4-hydroxycyclohexyl)-5-methyl-pyrazol-4-yl]pyrazolo[1,5-a]pyridine-3-carbonitrile C(#N)C1=C(C=CC(=C1)F)SC=1C=2N(C=C(C1)C=1C=NN(C1C)C1CCC(CC1)O)N=CC2C#N